(S)-1-(p-methoxyphenyl)ethylamine COC1=CC=C(C=C1)[C@H](C)N